5-((1-(tert-butyl)-3-((1S,3R)-3-hydroxycyclopentyl)-1H-pyrazol-5-yl)amino)-2-(4-methoxybenzyl)-2,3-dihydrobenzo[d]isothiazole 1,1-dioxide C(C)(C)(C)N1N=C(C=C1NC=1C=CC2=C(CN(S2(=O)=O)CC2=CC=C(C=C2)OC)C1)[C@@H]1C[C@@H](CC1)O